2-([1-[(2-Chlorophenyl)methyl]-5-[2-(2-methylpropyl)-1,3-oxazol-5-yl]-1H-pyrazol-3-yl]methoxy)-2-methylpropanoic acid ClC1=C(C=CC=C1)CN1N=C(C=C1C1=CN=C(O1)CC(C)C)COC(C(=O)O)(C)C